BrC=1C(=C(C(=C(C(=O)NOCC(CO)O)C1)NC1=C(C=C(C=C1)I)F)F)F 5-bromo-N-(2,3-dihydroxypropoxy)-3,4-difluoro-2-[(2-fluoro-4-iodophenyl)amino]-benzamide